C1(CC1)C1=NC2=CC=CC=C2C(=N1)SCC(=O)C1=CC=C(S1)CNC(C(C)(C)C)=O N-((5-(2-((2-cyclopropylquinazolin-4-yl)thio)acetyl)thiophen-2-yl)methyl)pivalamide